FC=1C(=C(NC)C=CC1F)[N+](=O)[O-] 3,4-difluoro-N-methyl-2-nitroaniline